methyl 2-((4-(4-benzoyl-2,6-dimethylphenoxy)-3,5-dichlorophenyl) amino)-2-oxoacetate C(C1=CC=CC=C1)(=O)C1=CC(=C(OC2=C(C=C(C=C2Cl)NC(C(=O)OC)=O)Cl)C(=C1)C)C